NC=1C(=NC=C(N1)N1CCC2(CC1)[C@@H](C=1C(=NC=CC1)C2)N)SC=2C(=NC=CC2)C#N (S)-3-((3-amino-5-(5-amino-5,7-dihydrospiro[cyclopenta[b]pyridine-6,4'-piperidin]-1'-yl)pyrazin-2-yl)thio)picolinonitrile